FC=1C=C(C=CC1F)N(C(=O)[C@H]1N(C[C@H](C1)N(C)[C@H]1[C@@H](CCC1)O)C1=NC(=CC(=C1)C(F)(F)F)C)CC (2s,4s)-N-(3,4-difluorophenyl)-N-ethyl-4-(((1r,2r)-2-hydroxycyclopentyl)-(methyl)amino)-1-(6-methyl-4-(trifluoromethyl)pyridin-2-yl)pyrrolidine-2-carboxamide